CN(CCOC=1C=C(C=CC1F)[C@@H]1N(C[C@H](CC1)C)C(=O)OC(C)(C)C)C (2R,5S)-tert-butyl 2-(3-(2-(dimethylamino)ethoxy)-4-fluorophenyl)-5-methylpiperidine-1-carboxylate